chloro-4-methoxyaniline ClNC1=CC=C(C=C1)OC